1,2-Dimethoxy-4-((trifluoromethyl)sulfinyl)benzene COC1=C(C=C(C=C1)S(=O)C(F)(F)F)OC